[C@H]12NC[C@H]([C@H](C1)NC(OC(C)(C)C)=O)C2 |&1:4| Tert-Butyl (1R,4R,SR)-2-azabicyclo[2.2.1]heptan-5-ylcarbamate